ClC=1C=C(OCC2CC(C2)C(=O)O)C=CC1C=1N(C2=NC=NC(=C2N1)OC1(CC1)C)CC1=C(C=CC=C1)C#N (1r,3r)-3-((3-chloro-4-(9-(2-cyanobenzyl)-6-(1-methylcyclopropoxy)-9H-purin-8-yl)phenoxy)methyl)cyclobutane-1-carboxylic acid